The molecule is a dioxo monocarboxylic acid, a beta-diketone, a substituted aniline, a 2-oxo monocarboxylic acid, a 4-oxo monocarboxylic acid and an aromatic ketone. It has a role as a mouse metabolite. It derives from a butyric acid. It is a conjugate acid of a 4-(2-aminophenyl)-2,4-dioxobutanoate. C1=CC=C(C(=C1)C(=O)CC(=O)C(=O)O)N